OC(C#CC=1C2=C(C(N(C1)C)=O)NC(=C2C(=O)OCC2=C(C=CC=C2)C#N)C)(C)C (2-cyanophenyl)methyl 4-(3-hydroxy-3-methyl-but-1-ynyl)-2,6-dimethyl-7-oxo-1H-pyrrolo[2,3-c]pyridine-3-carboxylate